[Fr].C(C=1C(N)=CC=CC1)(=O)O anthranilic acid Francium